ClC=1C=C2C(OC3(C4=C(C=C(C=C4)OS(=O)(=O)C(F)(F)F)[Si]4(CCCCC4)C4=C3C=CC(=C4)OS(=O)(=O)C(F)(F)F)C2=CC1C(=O)OC(C)(C)C)=O tert-butyl 5-chloro-3-oxo-3',7'-bis(((trifluoromethyl)sulfonyl)oxy)-3H-dispiro[isobenzofuran-1,10'-dibenzo[b,e]siline-5',1''-silinane]-6-carboxylate